N[C@@H](C(C)C)[13C](=O)O L-valine-1-13C